N-(1-methylbutyl)-bicyclo[2.2.1]Hept-5-ene-2,3-dicarboximide CC(CCC)N1C(=O)C2C3C=CC(C2C1=O)C3